(2E)-3-[7-(difluoromethoxy)-1,4-dimethyl-1H-benzotriazol-5-yl]prop-2-enoic acid ethyl ester C(C)OC(\C=C\C1=C(C2=C(N(N=N2)C)C(=C1)OC(F)F)C)=O